C(C(=C)C)(=O)OCCCOC1=CC=C(C=C1)C(C)(C)C1=CC=C(C=C1)OCCCOC(C(=C)C)=O 2,2-bis-[4-[methacryloxypropoxy]-phenyl]-propane